3-[4-(1,3-benzothiazol-2-ylmethyl)piperazin-1-yl]-5-isobutyl-pyridine-2-carbonitrile S1C(=NC2=C1C=CC=C2)CN2CCN(CC2)C=2C(=NC=C(C2)CC(C)C)C#N